2-(6-((2s,5r)-4-((6-methoxypyridin-3-yl)methyl)-2,5-dimethylpiperazin-1-yl)pyridin-3-yl)-N-(5-methyl-1H-pyrazol-3-yl)quinazolin-4-amine COC1=CC=C(C=N1)CN1C[C@@H](N(C[C@H]1C)C1=CC=C(C=N1)C1=NC2=CC=CC=C2C(=N1)NC1=NNC(=C1)C)C